azetidin-1-yl-(5-phenyl-6,7-dihydro-5H-pyrrolo[1,2-b][1,2,4]triazol-2-yl)methanone N1(CCC1)C(=O)C=1N=C2N(N1)C(CC2)C2=CC=CC=C2